3-bromo-5-cyano-4-(1-hydroxyethyl)benzoic acid BrC=1C=C(C(=O)O)C=C(C1C(C)O)C#N